1-(6-Fluoropyrimidin-4-yl)piperidine-4-carboxylic acid tert-butyl ester C(C)(C)(C)OC(=O)C1CCN(CC1)C1=NC=NC(=C1)F